(4-(3-cyano-4-hydroxypyridin-2-yl)-3-methylbenzyl)-5-fluoro-2-methoxybenzamide C(#N)C=1C(=NC=CC1O)C1=C(C=C(CC=2C(=C(C(=O)N)C=C(C2)F)OC)C=C1)C